ClC1=CC=C(C2=C1C=CO2)COC2=NC(=NC=C2F)C2=CCC(CC2)CC2=NC1=C(N2C[C@H]2OCC2)C=C(C=C1)C(=O)O 2-((4-(4-((4-chlorobenzofuran-7-yl)methoxy)-5-fluoropyrimidin-2-yl)cyclohex-3-en-1-yl)methyl)-1-(((S)-oxetan-2-yl)methyl)-1H-benzo[d]imidazole-6-carboxylic acid